N1(CCNCC1)C(C[Si](OC)(OC)C)C β-piperazinylpropylmethyldimethoxysilane